COC(=O)C=1C=C(C2=C(NC=N2)C1)C=1C2=C(C(N(C1)CCC=C)=O)N(C=C2)S(=O)(=O)CC2=CC=CC=C2 4-(6-(but-3-en-1-yl)-7-oxo-1-toluenesulfonyl-6,7-dihydro-1H-pyrrolo[2,3-c]pyridin-4-yl)-1H-benzo[d]imidazole-6-carboxylic acid methyl ester